3-[5-[3-(azetidin-3-yloxy)azetidine-1-carbonyl]-3-methyl-2-oxo-benzimidazol-1-yl]piperidine-2,6-dione N1CC(C1)OC1CN(C1)C(=O)C1=CC2=C(N(C(N2C)=O)C2C(NC(CC2)=O)=O)C=C1